C(C)OC(=O)C1=NN2C=3C=CN=C(C(CC=CC(C(NC2=C1)=O)C)NC(=O)OC(C)(C)C)C3 13-{[(tert-butoxy)carbonyl]Amino}-9-methyl-8-oxo-2,3,7,15-tetraazatricyclo[12.3.1.02,6]Octadecan-1(18),3,5,10,14,16-hexaene-4-carboxylic acid ethyl ester